N1C=C(C=2C1=NC=CC2)C=2SC=C(N2)C=2C=C(C=CC2)C(C)(O)C=2SC=CN2 1-(3-(2-(1H-Pyrrolo[2,3-b]pyridin-3-yl)thiazol-4-yl)phenyl)-1-(thiazol-2-yl)ethanol